4-isopropyl-3-methyl-5-(8-methyl-[1,2,4]triazolo[1,5-a]pyridin-6-yl)-2-(6-(piperazin-1-yl)pyridin-3-yl)-6H-thieno[2,3-b]pyrrole C(C)(C)C=1C2=C(NC1C=1C=C(C=3N(C1)N=CN3)C)SC(=C2C)C=2C=NC(=CC2)N2CCNCC2